2,3,6,7-tetrahydro-8-hydroxy-1H,5H-benzo[ij]quinolizin OC1=CC=C2CCCN3CCCC1=C23